FC(C(=O)OC)=CC1=CC=CC=C1 methyl fluorocinnamate